3-(benzyloxy)-4-methoxybenzaldehyde C(C1=CC=CC=C1)OC=1C=C(C=O)C=CC1OC